[Se]=S.[W] tungsten selenium Sulfide